tert-butyl 4-[[4-[1-(2,6-dioxo-3-piperidyl)-6-fluoro-3-methyl-2-oxo-benzimidazol-5-yl]-1-piperidyl]methyl]-4-fluoro-piperidine-1-carboxylate O=C1NC(CCC1N1C(N(C2=C1C=C(C(=C2)C2CCN(CC2)CC2(CCN(CC2)C(=O)OC(C)(C)C)F)F)C)=O)=O